COC1=C(C2=CC(=CC=C2C=C1)C1=NC=CC=C1)NCC(C#N)=C 2-({[2-methoxy-7-(pyridin-2-yl)naphthalen-1-yl]amino}methyl)prop-2-enenitrile